FC(S(=O)(=O)[O-])(F)F.C[SH+]C1C(CCCC1)=O methyl(2-oxocyclohexyl)sulfonium trifluoromethanesulfonate